COC1=C(C(=O)N)C=C(C=N1)NC(C(=O)N1[C@H](CC[C@@H](C1)C)C1=CC=C2C=CC(=NC2=C1)C1CCN(CC1)C)=O 2-methoxy-5-(2-((2R,5S)-5-methyl-2-(2-(1-methylpiperidin-4-yl)quinolin-7-yl)piperidin-1-yl)-2-oxoacetamido)nicotinamide